(1S,2S,5R)-5-((tert-butyldiphenylsilyl)oxy)-2-methylcyclohexane-1-amine [Si](C1=CC=CC=C1)(C1=CC=CC=C1)(C(C)(C)C)O[C@@H]1CC[C@@H]([C@H](C1)N)C